CN1C(N(C2=C1C=C(C=C2)C2=CC=C(C=C2)N2CCN(CC2)CC2CCNCC2)C2C(NC(CC2)=O)=O)=O 3-(3-Methyl-2-oxo-5-{4-[4-(piperidin-4-ylmethyl)piperazin-1-yl]phenyl}-1,3-benzodiazol-1-yl)piperidine-2,6-dione